CC1=CC(=CC=2N(C(=NC21)CCC)CC2=CC=C(C=C2)C2=C(C(=O)O)C=CC=C2)C2=NC1=C(N2C)C=CC=C1 2-[4-[[4-methyl-6-(1-methylbenzimidazol-2-yl)-2-propylbenzimidazol-1-yl]methyl]phenyl]benzoic acid